COC1=C(CNC2=CC3=C(C=N2)C=C(N3C)\C=C\C(C)C)C=CC(=C1)OC (E)-N-(2,4-dimethoxybenzyl)-1-methyl-2-(3-methylbut-1-en-1-yl)-1H-pyrrolo[3,2-c]pyridin-6-amine